1-[6-[(3,3-Difluoro-4-piperidyl)amino]-1-methyl-indazol-3-yl]hexahydropyrimidine-2,4-dione hydrochloride Cl.FC1(CNCCC1NC1=CC=C2C(=NN(C2=C1)C)N1C(NC(CC1)=O)=O)F